CN(CCN1C(C2=CC=CC=C2C1=O)=O)C1=CC=C(C=C1)C=1NC2=C(N1)C=CC(=C2)C2=NC1=C(N2)C=C(C=C1)N1CCN(CC1)C 2-(2-(methyl(4-(6-(4-methylpiperazin-1-yl)-1H,3'H-[2,5'-bibenzo[d]imidazol]-2'-yl)phenyl)amino)ethyl)isoindoline-1,3-dione